methyl 4-amino-3-(5-oxaspiro[2.4]heptan-7-ylamino)benzoate NC1=C(C=C(C(=O)OC)C=C1)NC1COCC12CC2